C(C)(C)N1CCN(CC1)C(C)C 1,4-Diisopropylpiperazin